5-fluoro-1-((2R,3S,4R,5R)-3-fluoro-4-hydroxy-5-(hydroxymethyl)tetrahydrofuran-2-yl)pyrimidine-2,4(1H,3H)-dione FC=1C(NC(N(C1)[C@@H]1O[C@@H]([C@H]([C@@H]1F)O)CO)=O)=O